C1(CCCC1)NC=1C=C(C=C2C=C(NC12)C1=CC=CC=C1)C(=O)OCC ethyl 7-(cyclopentylamino)-2-phenyl-1H-indole-5-carboxylate